CN(C/C=C/C(=O)N1CC2(C1)CN(CC2)C2=NC=1[C@H]3[C@@H](CCC1C(=C2C#N)C2=CC(=CC1=CC=CC=C21)O)C3)C (P)-(6aS,7aR)-2-(2-((2E)-4-(dimethylamino)-2-butenoyl)-2,6-diazaspiro[3.4]octan-6-yl)-4-(3-hydroxy-1-naphthalenyl)-6,6a,7,7a-tetrahydro-5H-cyclopropa[h]quinoline-3-carbonitrile